C(C)OC(=O)C=1OC(=CC1)C1=CN=CC2=CC=CC=C12 5-(isoquinolin-4-yl)furan-2-carboxylic acid ethyl ester